1-(4-chlorobenzyl)-3-(6-((5-phenyl-1H-1,2,3-triazol-1-yl)methyl)spiro[3.3]hept-2-yl)urea ClC1=CC=C(CNC(=O)NC2CC3(C2)CC(C3)CN3N=NC=C3C3=CC=CC=C3)C=C1